OC1=C(C=C(C=C1C(C)(C)C)C(=O)O)N1N=C2C(=N1)C=CC=C2 2-(2-hydroxy-3-tert-butyl-5-carboxyphenyl)benzotriazole